10-Bromo-2-(3,4-dichlorobenzoyl)-1,2,3,4,7,8,9,10-octahydro-11H-pyrido[4',3':3,4]pyrazolo-[1,5-a]azepin-11-one BrC1C(C=2N(CCC1)N=C1C2CN(CC1)C(C1=CC(=C(C=C1)Cl)Cl)=O)=O